(SR,6R)-6-Cyclopentyl-5-(4-(4-(dimethoxymethyl)piperidin-1-yl)phenyl)-5,6,7,8-tetrahydronaphthalen-2-ol C1(CCCC1)[C@@H]1[C@H](C=2C=CC(=CC2CC1)O)C1=CC=C(C=C1)N1CCC(CC1)C(OC)OC |&1:6|